CC(C1=CC=CC=C1)Cl methylbenzylchloride